CN1CC(C1)(C)C(C=1C=C(C=NC1)N1C[C@@H](CC1)O)(C1=CC=C(C=C1)C(C)C)O (3R)-1-(5-((1,3-Dimethylazetidin-3-yl)(hydroxy)(4-isopropylphenyl)methyl)pyridin-3-yl)pyrrolidin-3-ol